1-(difluoromethyl)-1H-pyrazol-4-aminylbenzo[d]thiazol-6-amine FC(N1N=CC(=C1)NC=1SC2=C(N1)C=CC(=C2)N)F